N-(5-(2-((((1S,2S)-2-Hydroxycyclopentyl)oxy)methyl)pyrimidin-5-yl)pyrazolo[1,5-a]pyridin-2-yl)-3-oxocyclobutane-1-carboxamide O[C@@H]1[C@H](CCC1)OCC1=NC=C(C=N1)C1=CC=2N(C=C1)N=C(C2)NC(=O)C2CC(C2)=O